2-chloro-4-[[3-[3-chloro-4-(cyanomethoxy)-2-fluoro-phenyl]imidazo[1,2-a]pyrazin-8-yl]amino]-N-[2-(4-pyridyl)ethyl]benzamide ClC1=C(C(=O)NCCC2=CC=NC=C2)C=CC(=C1)NC=1C=2N(C=CN1)C(=CN2)C2=C(C(=C(C=C2)OCC#N)Cl)F